C(#N)C1=CC(=C(C=C1)[C@@H]1C(=C(NC=2C3=C(N=C(C12)OCC)C=CS3)C)C(=O)N)OC (S)-6-(4-cyano-2-methoxyphenyl)-5-ethoxy-8-methyl-6,9-dihydrothieno[3,2-h][1,6]naphthyridine-7-formamide